FC1=C(CNC([C@H](C)NC(C=CC)=O)=O)C=CC=C1 (S)-4-((1-((2-fluorobenzyl)amino)-1-oxopropan-2-yl)amino)-4-oxobut-2-ene